indoline-1,3-dicarboxylic acid 1-(tert-butyl) ester 3-ethyl ester C(C)OC(=O)C1CN(C2=CC=CC=C12)C(=O)OC(C)(C)C